FC(CNC(C1=NC(=C(C=C1)N1CCN(CC1)C1C=C(CC1)C=1NC(C2=C(N1)CCC2)=O)C)=O)F N-(2,2-difluoroethyl)-6-methyl-5-(4-(3-(4-oxo-4,5,6,7-tetrahydro-3H-cyclopenta[d]pyrimidin-2-yl)cyclopent-2-en-1-yl)piperazin-1-yl)picolinamide